C(C1=CC=CC=C1)OC=1C(=C(CC2=NCCC3=CC(=C(C=C23)O[Si](C2=CC=CC=C2)(C2=CC=CC=C2)C(C)(C)C)OC)C=CC1OC)Br 1-(3-(benzyloxy)-2-bromo-4-methoxybenzyl)-7-((tert-butyldiphenylsilyl)oxy)-6-methoxy-3,4-dihydroisoquinoline